C1(CC1)C1=CC2=NC(=C(C=C2O1)F)C=O 2-cyclopropyl-6-fluoro-furo[3,2-b]pyridine-5-carbaldehyde